ClC1=CC=C(C=C1)NC(=O)N[C@H]1C(N(C[C@@H]1C1=CC=C(C=C1)OC)C)=O |o1:11,15| (+)-1-(4-chlorophenyl)-3-[(3R*,4S*)-4-(4-methoxyphenyl)-1-methyl-2-oxopyrrolidin-3-yl]urea